2-Bromo-5,6-difluoro-3-methyl-benzaldehyde BrC1=C(C=O)C(=C(C=C1C)F)F